C(C1=CC=CC=C1)(=O)S thiobenzoic S-acid